(8-(1-methyl-6-(trifluoromethyl)-1H-benzo[d]imidazol-5-yl)indolizin-3-yl)(4-nitrophenyl)methanone CN1C=NC2=C1C=C(C(=C2)C2=CC=CN1C(=CC=C21)C(=O)C2=CC=C(C=C2)[N+](=O)[O-])C(F)(F)F